C1(CC1)C(C1CC1)NC(=O)C1=CN=C(O1)C=1C=C(C=CC1)C1=NNC(=N1)C(=O)N[C@@H](C(C)C)C(=O)OC methyl (3-(3-(5-((dicyclopropylmethyl)carbamoyl)oxazol-2-yl)phenyl)-1H-1,2,4-triazole-5-carbonyl)-L-valinate